FC(C(C(C(F)(F)F)(F)F)(F)F)(S(=O)(=O)OC(C)C(F)(F)F)F trifluoropropan-2-yl 1,1,2,2,3,3,4,4,4-nonafluorobutane-1-sulfonate